Nω-nitro-L-arginine methylester COC([C@@H](N)CCCNC(N[N+](=O)[O-])=N)=O